3-Isocyanato-5-trifluoromethyl-1H-indole N(=C=O)C1=CNC2=CC=C(C=C12)C(F)(F)F